C(C)(C)(C)OC(=O)NC(C(=O)O)C(C1CC1)C1CC1 2-{[(tert-butoxy)carbonyl]amino}-3,3-dicyclopropylpropanoic acid